The molecule is a 1-acyl-2-oleoyl-sn-glycerol-3-phosphate(2-) in which the 1-acyl group is also oleoyl. It is a 1-acyl-2-oleoyl-sn-glycero-3-phosphate and a dioleoyl phosphatidic acid. It is a conjugate acid of a 1,2-dioleoyl-sn-glycero-3-phosphate(2-). CCCCCCCC/C=C\\CCCCCCCC(=O)OC[C@H](COP(=O)(O)O)OC(=O)CCCCCCC/C=C\\CCCCCCCC